BrC1=CC=C(C=C1)C1CC(=NN1C=1SC=C(N1)C)C1=CC=C(C=C1)Br 2-(5-(4-bromophenyl)-3-(4-bromophenyl)-4,5-dihydro-1H-pyrazol-1-yl)-4-methylthiazole